N1[C@H](CC1)COC1=NC=2C([C@@]3(CCC2C(=N1)N1C[C@@H](N(CC1)C(C(=C)F)=O)CC#N)CCC1=C(C=CC=C13)Cl)F 2-((S)-4-((1S,8R)-2'-(((R)-azetidin-2-yl)methoxy)-4-chloro-8'-fluoro-2,3,5',8'-tetrahydro-6'H-spiro[indene-1,7'-quinazolin]-4'-yl)-1-(2-fluoroacryloyl)piperazin-2-yl)acetonitrile